(S)-2-(2-Hydroxypropan-2-yl)-N'-((1-oxo-1,2,3,5,6,7-hexahydro-s-indacen-4-yl)carbamoyl)thiazole-5-sulfonimidamide OC(C)(C)C=1SC(=CN1)[S@](=O)(N)=NC(NC1=C2CCC(C2=CC=2CCCC12)=O)=O